C1(C(C(C(C=C1)=O)=O)=O)=O cyclohex-5-ene-1,2,3,4-tetraone